ethyl 2-{1-[({1-methyl-4-[1-methyl-4-(3-{[1-methyl-4-(1-methylimidazole-2-amido)pyrrol-2-yl]formamido}propanamido)imidazole-2-amido]pyrrol-2-yl}formamido)methyl] cyclopropyl}acetate CN1C(=CC(=C1)NC(=O)C=1N(C=C(N1)NC(CCNC(=O)C=1N(C=C(C1)NC(=O)C=1N(C=CN1)C)C)=O)C)C(=O)NCC1(CC1)CC(=O)OCC